ClC=1C=C(C(=NC1)N1C(C(N(C(C1)=O)CC1=CC=C(C=C1)C(F)(F)F)C1CC(C1)O)=O)F 1-(5-chloro-3-fluoropyridin-2-yl)-3-((1s,3s)-3-hydroxycyclobutyl)-4-(4-(trifluoromethyl)benzyl)piperazine-2,5-dione